(E)-2-((3-Methyl-7-(methyl-d3)oct-2,6-dien-1-yl-8,8,8-d3)oxy)tetrahydro-2H-Pyran C\C(=C/COC1OCCCC1)\CCC=C(C([2H])([2H])[2H])C([2H])([2H])[2H]